4-(3-(1-(5-(aminomethyl)-2-methylbenzamido)ethyl)-5-(1-methyl-1H-pyrazol-4-yl)phenyl)-N-methylthiophene-2-carboxamide NCC=1C=CC(=C(C(=O)NC(C)C=2C=C(C=C(C2)C=2C=NN(C2)C)C=2C=C(SC2)C(=O)NC)C1)C